C(CCCCCCC)C(CCCCCO)CCCC 6-octyldecanol